FC=1C(=NC(=NC1)N[C@H]1[C@@H](COCC1)O)C=1C=C2C(=C(C=NC2=CC1)CN1C(CCC1)=O)C(C)C 1-((6-(5-fluoro-2-(((3S,4R)-3-hydroxytetrahydro-2H-pyran-4-yl)amino)pyrimidin-4-yl)-4-isopropylquinolin-3-yl)methyl)pyrrolidin-2-one